ethylene glycol n-hexyl methyl ether COCCOCCCCCC